FC1=C(C=CC(=C1F)OC[C@H]1OCCC1)NC=1C2=C(N=CN1)C=CC(=N2)O[C@@H]2CN(CC2)C(=O)OC(C)(C)C tert-Butyl (S)-3-((4-((2,3-difluoro-4-(((S)-tetrahydrofuran-2-yl)methoxy)phenyl)amino)pyrido[3,2-d]pyrimidin-6-yl)oxy)pyrrolidine-1-carboxylate